tetramethylnaphthol CC1=C2C(=C(C(=C(C2=CC=C1)O)C)C)C